CC1(CC=CC(C1)C(CCC=C)=O)C (5,5-dimethyl-2-cyclohexen-1-yl)-4-penten-1-one